2-Benzylsulfanyl-3-bromo-6-methoxy-pyridine C(C1=CC=CC=C1)SC1=NC(=CC=C1Br)OC